C=12C(=CC=C3C=CC=CC13)C(=O)OC2=O Naphthalenedicarboxylic acid anhydride